NC1=C(C=C(C=C1Br)OC)C(C(C)Cl)=O 2-amino-3-bromo-5-methoxyphenyl-2-chloropropan-1-one